1,3,12-tetradecanetriol C(CC(CCCCCCCCC(CC)O)O)O